3-(1-oxo-5-(pyrrolidin-3-ylethynyl)isoindolin-2-yl)piperidine-2,6-dione hydrochloride Cl.O=C1N(CC2=CC(=CC=C12)C#CC1CNCC1)C1C(NC(CC1)=O)=O